S([O-])(O)(=O)=O.C[NH2+]CCCC methyl-butyl-ammonium bisulfate